(R)-3-(5-chloro-1-methyl-1H-imidazol-2-yl)-1-(3-(dimethylamino)piperidin-1-yl)propan-1-one hydrochloride Cl.ClC1=CN=C(N1C)CCC(=O)N1C[C@@H](CCC1)N(C)C